FC(C(=O)NCCC1=CC=C(C=C1)C(F)(F)F)(F)F trifluoroacetyl-4-trifluoromethylphenethylamine